tert-butyl N-[(6R)-4-(7-chloro-8-fluoro-2-{[1-(morpholin-4-ylmethyl)cyclopropyl]methoxy}pyrido[4,3-d]pyrimidin-4-yl)-1,4-oxazepan-6-yl]carbamate ClC1=C(C=2N=C(N=C(C2C=N1)N1CCOC[C@@H](C1)NC(OC(C)(C)C)=O)OCC1(CC1)CN1CCOCC1)F